nickel manganese aluminum sodium [Na].[Al].[Mn].[Ni]